(1-bromoindolizin-3-yl)(4-(trifluoromethyl)phenyl)methanone BrC=1C=C(N2C=CC=CC12)C(=O)C1=CC=C(C=C1)C(F)(F)F